O6-[2-(adamantane-1-carbonyloxymethyl)-2-[[6-[(Z)-non-3-enoxy]-6-oxo-hexanoyl] oxymethyl]-3-[4-(2-pyrrolidin-1-ylethylcarbamoyloxy)decanoyloxy]propyl] O1-[(Z)-non-3-enyl] hexanedioate C(CCCCC(=O)OCC(COC(CCC(CCCCCC)OC(NCCN1CCCC1)=O)=O)(COC(CCCCC(=O)OCC\C=C/CCCCC)=O)COC(=O)C12CC3CC(CC(C1)C3)C2)(=O)OCC\C=C/CCCCC